tert-butyl (2R,3R)-3-(aminomethyl)-2-methylpyrrolidine-1-carboxylate NC[C@@H]1[C@H](N(CC1)C(=O)OC(C)(C)C)C